1-(4-((3,3-difluoroazetidin-1-yl)methyl)phenyl)ethan-1-ol FC1(CN(C1)CC1=CC=C(C=C1)C(C)O)F